ethyl 2-(phenylsulfonyl)acetate C1(=CC=CC=C1)S(=O)(=O)CC(=O)OCC